[4-(4-hydroxybenzoyl)phenyl] 2,2-dimethylpropanoate CC(C(=O)OC1=CC=C(C=C1)C(C1=CC=C(C=C1)O)=O)(C)C